C(C)[Sn] ethyl-tin